1-octyl-3-butylimidazole C(CCCCCCC)N1CN(C=C1)CCCC